C1(=CC=CC2=CC=CC=C12)[C@](N)(C)C(=O)NCC1=CC=CC=C1 2-naphthalenyl-N-(phenylmethyl)-L-alaninamide